fluorophosphoninide FC1=[C-]PC=CC=CC=C1